N-[[2-[[(1-hydroxycyclobutyl)methylamino]methyl]-1H-indol-6-yl]methyl]-4-oxo-pyrido[1,2-a]pyrimidine-2-carboxamide OC1(CCC1)CNCC=1NC2=CC(=CC=C2C1)CNC(=O)C=1N=C2N(C(C1)=O)C=CC=C2